3-[(3-chloro-2-methoxyphenyl)amino]-2-(3-{2-[(6R)-5-(prop-2-enoyl)-5-azaspiro[2.4]heptan-6-yl]ethynyl}pyridin-4-yl)-1H,5H,6H,7H-pyrrolo[3,2-c]pyridin-4-on ClC=1C(=C(C=CC1)NC1=C(NC2=C1C(NCC2)=O)C2=C(C=NC=C2)C#C[C@@H]2N(CC1(CC1)C2)C(C=C)=O)OC